[In].[Mg].[Cr] chromium-magnesium-indium